C[C@H]1N(C[C@@H](N(C1)C1=NC=C(N=C1)C(F)(F)F)C)C(=O)OC1(CC2(CN(C2)CC2=CC=CC=C2)C1)C(F)F 2-benzyl-6-(difluoromethyl)-2-azaspiro[3.3]heptan-6-yl (2R,5S)-2,5-dimethyl-4-[5-(trifluoromethyl)pyrazin-2-yl]piperazine-1-carboxylate